(3'R,4'S,5'R)-6''-chloro-4'-(3-chloro-2-fluorophenyl)-N-((1r,4R)-4-formylcyclohexyl)-1'-methyl-2''-oxodispiro[cyclohexane-1,2'-pyrrolidine-3',3''-indoline]-5'-carboxamide ClC1=CC=C2[C@@]3(C(NC2=C1)=O)C1(N([C@H]([C@@H]3C3=C(C(=CC=C3)Cl)F)C(=O)NC3CCC(CC3)C=O)C)CCCCC1